1-(4-(cyclopropylethynyl)-5-(isopropylthio)thiazol-2-yl)-4-(3-fluorophenyl)-3-methyl-1H-pyrazole-5-carboxylic acid C1(CC1)C#CC=1N=C(SC1SC(C)C)N1N=C(C(=C1C(=O)O)C1=CC(=CC=C1)F)C